C(C1=CC=CC=C1)N(CCC(O)C1CC(N(C1)C(=O)OC(C)(C)C)(C)C)CC1=CC=CC=C1 tert-Butyl 4-[3-(dibenzylamino)-1-hydroxy-propyl]-2,2-dimethyl-pyrrolidine-1-carboxylate